(3-dibutylaminopropyl)methylmethoxydimethylsilane C(CCC)N(CCCC[Si](C)(OC)C)CCCC